ClC=1C=C2C(=NC(=NC2=C(C1C1=C(C=CC=C1O)F)OC)OC)N1CCN(CC1)C(C=C)=O 1-(4-(6-chloro-7-(2-fluoro-6-hydroxyphenyl)-2,8-dimethoxy-quinazolin-4-yl)piperazin-1-yl)prop-2-en-1-one